3,7-Diazabicyclo[3.3.0]octan C12CNCC2CNC1